3-(2-ethyl-4,4-dimethylcyclohex-1-en-1-yl)propanal C(C)C1=C(CCC(C1)(C)C)CCC=O